2-bromo-4-iodo-1-(2-methoxyethoxy)benzene BrC1=C(C=CC(=C1)I)OCCOC